1,1-diethoxybutane C(C)OC(CCC)OCC